ClC=1C=NC=C(C1C(C)OC=1C=C2C(=NNC2=CC1)NC1=C(C=CC=C1OC)NC(C=C)=O)Cl N-(2-((5-(1-(3,5-dichloropyridin-4-yl)ethoxy)1H-indazol-3-yl)amino)-3-methoxyphenyl)acrylamide